FC(C1(CN(CC(C1)=C)C(=O)OCC1=CC=CC=C1)C(=O)OC)([Si](C)(C)C)F 1-benzyl 3-methyl 3-(difluoro (trimethylsilyl) methyl)-5-methylenepiperidine-1,3-dicarboxylate